NN1C(=NC(=C1C(=O)N)C1=CC=C(C=C1)C(NC1=NC=CC(=C1)C)=O)[C@H]1N(CCCC1)C(\C=C\C)=O (S,E)-1-amino-2-(1-(but-2-enoyl)piperidin-2-yl)-4-(4-((4-methylpyridin-2-yl)carbamoyl)-phenyl)-1H-imidazole-5-carboxamide